(2S)-3-[3-(1,3-benzothiazol-2-yl)phenyl]-2-[(3R)-1-tert-butoxycarbonylpyrrolidin-3-yl]propionic acid S1C(=NC2=C1C=CC=C2)C=2C=C(C=CC2)C[C@H](C(=O)O)[C@@H]2CN(CC2)C(=O)OC(C)(C)C